C(C)(C)C1=CC2=C(N=CN=C2C=2CCN(CC2)CC=2C=C3CN(C(C3=CC2)=O)N2C(NC(CC2)=O)=O)S1 1-(5-((4-(6-isopropylthieno[2,3-d]pyrimidin-4-yl)-3,6-dihydropyridin-1(2H)-yl)methyl)-1-oxoisoindolin-2-yl)dihydropyrimidine-2,4(1H,3H)-dione